4,5-dimethyl-6-[3-[2-(trifluoromethyl)-3-pyridyl]-7,8-dihydro-5H-1,6-naphthyridin-6-yl]pyridazine-3-carbonitrile CC1=C(N=NC(=C1C)N1CC=2C=C(C=NC2CC1)C=1C(=NC=CC1)C(F)(F)F)C#N